FC(C(=O)O)(F)F.NCCCCCCCCCCC1=CC2=C(N(C(N2C)=O)C2C(NC(CC2)=O)=O)C=C1 3-(5-(10-Aminodecyl)-3-methyl-2-oxo-2,3-dihydro-1H-benzo[d]imidazol-1-yl)piperidine-2,6-dione trifluoroacetate